cesium, potassium salt [K].[Cs]